silver-gallium [Ga].[Ag]